Ethyl 6-bromo-3-[(3S)-4-[(R)-tert-butylsulfinyl]imino-3-methyl-2-oxa-8-azaspiro[4.5]decan-8-yl]-5-methyl-pyrazine-2-carboxylate BrC1=C(N=C(C(=N1)C(=O)OCC)N1CCC2(C([C@@H](OC2)C)=N[S@](=O)C(C)(C)C)CC1)C